5-((2-fluoro-6-(pyrrolidin-1-ylmethyl)benzyl)amino)-6-methyl-N-(thiazol-4-yl)pyridine-2-sulfonamide FC1=C(CNC=2C=CC(=NC2C)S(=O)(=O)NC=2N=CSC2)C(=CC=C1)CN1CCCC1